(CIS)-2-((((CIS)-4-phenylcyclohexyl)oxy)methyl)-3-(4-(trifluoromethyl)-1-((2-(trimethylsilyl)-ethoxy)methyl)-1H-pyrazol-3-yl)piperidine C1(=CC=CC=C1)[C@H]1CC[C@H](CC1)OC[C@@H]1NCCC[C@@H]1C1=NN(C=C1C(F)(F)F)COCC[Si](C)(C)C